(N-[4-Amino-5-[4-(difluoromethoxy)benzoyl]thiazol-2-yl]-4-benzyloxyanilino)propanamid NC=1N=C(SC1C(C1=CC=C(C=C1)OC(F)F)=O)N(C1=CC=C(C=C1)OCC1=CC=CC=C1)C(C(=O)N)C